C1(=S)NNC(=S)S1 2,5-dimercapto-thiadiazole